(2RS)-1-(3-{(1R)-1-[(6-bromo-2-methylpyrido[3,4-d]pyrimidin-4-yl)amino]ethyl}-2-fluorophenyl)-2-cyclobutyl-1,1-difluoropropan-2-ol BrC1=CC2=C(N=C(N=C2N[C@H](C)C=2C(=C(C=CC2)C([C@](C)(O)C2CCC2)(F)F)F)C)C=N1 |&1:19|